S1C=CC2=C1C=CC(=C2)\C=C/2\C(NC(N2)=S)=O (5Z)-5-[(1-benzothiophen-5-yl)methylidene]-2-sulfanylideneimidazolidin-4-one